C(=O)C1=CC(=C(C(=O)N[C@H](C)C2=CC(=CC(=C2)C=2C=NN(C2)C)C2=CC=NS2)C=C1)C (R)-4-formyl-N-(1-(3-(isothiazol-5-yl)-5-(1-methyl-1H-pyrazol-4-yl)phenyl)ethyl)-2-methylbenzamide